naphthalenediamine-d tert-butyl-4-(4-((6-(3-(2,6-dichloro-3,5-dimethoxyphenyl)-1-methylureido)pyrimidin-4-yl)amino)phenyl)piperazine-1-carboxylate C(C)(C)(C)OC(=O)N1CCN(CC1)C1=CC=C(C=C1)NC1=NC=NC(=C1)N(C(=O)NC1=C(C(=CC(=C1Cl)OC)OC)Cl)C.C=1(C(=CC=C2C=CC=CC12)N[2H])N